FC1=C(C=CC(=C1)C(F)(F)F)CNC1CC2(CN(C2)C(=O)N2CC(CC2)C2=NN=CN2)C1 [6-[[2-Fluoro-4-(trifluoromethyl)phenyl]methylamino]-2-azaspiro[3.3]heptan-2-yl]-[3-(4H-1,2,4-triazol-3-yl)pyrrolidin-1-yl]methanone